O[C@@H]1C[C@@H](CC1)C=1C=NC(=NC1)NC(OC(C)(C)C)=O |r| rac-tert-butyl (5-((1R,3S)-3-hydroxycyclopentyl)pyrimidin-2-yl)carbamate